9,9-dimethyl-3-(4,4,5,5-tetramethyl-1,3,2-dioxaborolan-2-yl)-9H-fluoren CC1(C2=CC=CC=C2C=2C=C(C=CC12)B1OC(C(O1)(C)C)(C)C)C